3-(4-ethyl-phenylamino)-2,2-dimethyl-3-oxopropionic acid C(C)C1=CC=C(C=C1)NC(C(C(=O)O)(C)C)=O